FC=1C=CC(=NC1)NC([C@@H](C)C=1C=C2CCCN(C2=CC1)C(=O)C1=NOC(=N1)C)=O (2S)-N-(5-Fluoropyridin-2-yl)-2-[1-(5-methyl-1,2,4-oxadiazol-3-carbonyl)-1,2,3,4-tetrahydrochinolin-6-yl]propanamid